CN1C(N(C2=C1C(=CC=C2)C#CCOC2CCNCC2)C2CNCCC2)=O 3-[3-methyl-2-oxo-4-[3-(4-piperidyloxy)prop-1-ynyl]benzimidazol-1-yl]piperidine